2-isopropyl-4-methylene-1,3-dioxolane C(C)(C)C1OCC(O1)=C